N-(tert-butyl-dimethylsilyl)-N-methyltrifluoroacetamide [Si](C)(C)(C(C)(C)C)N(C(C(F)(F)F)=O)C